N(=C=O)C=1C=C(C(=NC1)C#N)C(F)(F)F 5-isocyanato-3-(trifluoromethyl)picolinonitrile